O=C1NC(CCC1N1C(C2=CC=CC(=C2C1=O)SCCCCCCCCCCCCCCC(=O)O)=O)=O 15-((2-(2,6-dioxopiperidin-3-yl)-1,3-dioxoisoindolin-4-yl)thio)pentadecanoic acid